1',2'-dihydrospiro[azepane-4,4'-pyrido[2,3-d][1,3]oxazine]-1-carboxylate N1COC2(C3=C1N=CC=C3)CCN(CCC2)C(=O)[O-]